ClC1=NC=C(C(=N1)NC=1C=C(C=CC1F)NC(C=C)=O)NS(=O)(=O)C1=CC=CC=C1 N-(3-((2-chloro-5-(phenylsulfonamido)pyrimidin-4-yl)amino)-4-fluorophenyl)acrylamide